(3-phenethyl-1,2,3-oxadiazol-3-ium-5-yl)((3-(trifluoromethyl)phenyl)carbamoyl)amide C(CC1=CC=CC=C1)[N+]1=NOC(=C1)[N-]C(NC1=CC(=CC=C1)C(F)(F)F)=O